CC1(CCN(CC1)C=1OC2=C(C=C(C=C2C(C1)=O)N1CCCC1)[C@@H](C)NC1=C(C(=O)O)C=CC=C1)C (R)-2-((1-(2-(4,4-dimethylpiperidin-1-yl)-4-oxo-6-(pyrrolidin-1-yl)-4H-chromen-8-yl)ethyl)amino)benzoic acid